OC(CCC[C@@H](C)[C@H]1CC[C@@H]2[C@@]1(CC[C@@H]1[C@]3(CC[C@@H](C[C@@H]3CC[C@@H]21)OC(CCC(=O)O)=O)C)C)(C)C 4-{[(1R,3aS,3bR,5aS,7S,9aS,9bS,11aR)-1-[(2R)-6-hydroxy-6-methylheptan-2-yl]-9a,11a-dimethylhexadecahydro-1H-cyclopenta[1,2-a]phenanthren-7-yl]oxy}-4-oxobutanoic acid